FC(OC1=NNC2=C1C(=NC=C2)C2=CC(=C(C=C2)S(=O)(=O)C2(CC2)C)C)F 3-(difluoromethoxy)-4-[3-methyl-4-(1-methyl-cyclopropyl)sulfonyl-phenyl]-1H-pyrazolo[4,3-c]pyridine